F[C@H]1CN(CC[C@@]1(C)O)C1=NC=CC(=N1)NC=1N=CC2=C(C=CC(=C2C1)C(C)C)N1CC(C1)C#N 1-(3-((2-((3S,4R)-3-fluoro-4-hydroxy-4-methylpiperidin-1-yl)pyrimidin-4-yl)amino)-5-isopropylisoquinolin-8-yl)azetidine-3-carbonitrile